CC1=CC(=CC=C1)OCC(C[NH2+]CCC2=CC(=C(C=C2)OC)OC)O.[Cl-] The molecule is the hydrochloride salt of bevantolol. It has a role as a calcium channel blocker, a beta-adrenergic antagonist, an antihypertensive agent and an anti-arrhythmia drug. It contains a bevantolol.